C1=CC=CC=2C3=CC=CC=C3C(C12)COC(=O)N(C[C@H](C(=O)O)NC(=O)OC(C)(C)C)C (R)-3-((((9H-fluoren-9-yl)methoxy)carbonyl)(methyl)amino)-2-((tert-butoxycarbonyl)amino)propanoic acid